C1(=CC=CC=C1)CCC(SCCCCCCC(=O)NC=1SC=C(N1)C1=CC2=C(OCO2)C=C1)=O S-(7-((4-(benzo[d][1,3]dioxol-5-yl)thiazol-2-yl)amino)-7-oxoheptyl) 3-phenylpropanethioate